(((4-(methoxycarbonyl)pyridin-2-yl)methyl)amino)propionic acid COC(=O)C1=CC(=NC=C1)CNC(C(=O)O)C